5-[6-amino-1-[(4-nitrophenyl)methyl]pyrazolo[3,4-d]pyrimidine-4-yl]pyridine-3-carbonitrile NC1=NC(=C2C(=N1)N(N=C2)CC2=CC=C(C=C2)[N+](=O)[O-])C=2C=C(C=NC2)C#N